C(#N)C1=CNC2=C(C=CC(=C12)C)C1=C(C=CC(=C1)S(=O)(=O)N1CCNCC1)S(=O)(=O)N (3-cyano-4-methyl-1H-indol-7-yl)-4-(piperazin-1-yl-sulfonyl)benzenesulfonamide